2'-chloro-5'-methoxy-6-methyl-N-(6-oxo-4,5,6,7-tetrahydrobenzo[d]thiazol-2-yl)-[4,4'-bipyridine]-3-carboxamide ClC1=NC=C(C(=C1)C1=C(C=NC(=C1)C)C(=O)NC=1SC2=C(N1)CCC(C2)=O)OC